13-Methyl-6-phenyl-13H-benzimidazo[1,2-a]pyrido[2,1-c]pyrazine-5,8-diium bis(tetrafluoroborate) F[B-](F)(F)F.F[B-](F)(F)F.CN1C2=C(C=CC=C2)[N+]=2C1=C1[N+](=C(C2)C2=CC=CC=C2)C=CC=C1